1-((6-(3,3-difluoro-8-azabicyclo[3.2.1]octan-8-yl)pyridin-3-yl)methyl)-3-((R)-3-(3,4-dihydroisoquinolin-2(1H)-yl)-2-hydroxypropyl)imidazolidin-2-one FC1(CC2CCC(C1)N2C2=CC=C(C=N2)CN2C(N(CC2)C[C@@H](CN2CC1=CC=CC=C1CC2)O)=O)F